C1(CCCCC1)N1/C(/SC(C1=O)=CC=1C=NC2=CC=CC=C2C1)=N/C1=CC=C(C=C1)S(=O)(=O)N 4-(((2Z)-3-cyclohexyl-4-oxo-5-(quinoline-3-ylmethylene)thiazolidin-2-ylidene)amino)benzenesulphonamide